FC1=C(C=CC(=C1)C(C(F)(F)F)(F)F)C(C)NC=O N-[1-[2-Fluoro-4-(1,1,2,2,2-pentafluoroethyl)phenyl]ethyl]formamide